thieno[2,3-b]benzothiophene S1C=CC2=C1SC1=C2C=CC=C1